CC=1C(=C(C=C(C1)C(F)(F)F)O)C1=CC=C2C(=N1)N=C(O2)N[C@H]2COCC2 |r| (rac)-3-Methyl-2-[2-(tetrahydrofuran-3-ylamino)oxazolo[4,5-b]pyridin-5-yl]-5-(trifluoromethyl)phenol